ClC=1C(N(C(=CC1OCC1=NC=C(C=C1F)F)C)C1=CC(=NC=C1C)N1N=C(C=C1)C(CO)(C)C)=O rel-3-chloro-4-[(3,5-difluoropyridin-2-yl)methoxy]-2'-[3-(1-hydroxy-2-methylpropan-2-yl)pyrazol-1-yl]-5',6-dimethyl-[1,4'-bipyridin]-2-one